(R)-3-Cyclohexyl-6-((4-hydroxy-1-(4,4,4-trifluoro-3-phenylbutanoyl)piperidin-4-yl)methyl)-2-methyl-2H-pyrazolo[4,3-d]pyrimidin-7(6H)-one C1(CCCCC1)C=1N(N=C2C1N=CN(C2=O)CC2(CCN(CC2)C(C[C@@H](C(F)(F)F)C2=CC=CC=C2)=O)O)C